FC=1C=CC=C2NC(C=3N(C12)N=CC3)=O 9-fluoropyrazolo[1,5-a]quinoxalin-4(5H)-one